5-(2-methoxyethoxy)-2'-((pyridin-2-ylmethyl)thio)-6'-(2,6-diazaspiro[3.3]heptan-2-yl)-[2,4'-bipyridine]-3',5'-dicarbonitrile COCCOC=1C=CC(=NC1)C1=C(C(=NC(=C1C#N)N1CC2(C1)CNC2)SCC2=NC=CC=C2)C#N